(S)-4-((6-((1-((6-bromo-4-fluoro-1-(oxetan-2-ylmethyl)-1H-benzo[d]imidazole-2-yl)methyl)piperidin-4-yl)oxy)pyridin-2-yl)methoxy)-3-fluorobenzonitrile BrC=1C=C(C2=C(N(C(=N2)CN2CCC(CC2)OC2=CC=CC(=N2)COC2=C(C=C(C#N)C=C2)F)C[C@H]2OCC2)C1)F